6-bromo-4-hydroxy-1-(2-morpholinoethyl)-2-oxo-1,2-dihydro-1,8-naphthyridine-3-carboxylic acid benzyl ester C(C1=CC=CC=C1)OC(=O)C=1C(N(C2=NC=C(C=C2C1O)Br)CCN1CCOCC1)=O